(E)-N-(3,5-difluorophenyl)-3-(2-(pyridin-2-yl)vinyl)-1H-indazole-5-carboxamide FC=1C=C(C=C(C1)F)NC(=O)C=1C=C2C(=NNC2=CC1)\C=C\C1=NC=CC=C1